OC1=C(C(OC12CCC(CC2)OC2CCNCC2)=O)C2=C(C=C(C=C2C)C)C (5s,8s)-4-hydroxy-3-mesityl-8-(piperidin-4-yloxy)-1-oxaspiro[4.5]dec-3-en-2-one